3-(((4-methyl-5-(pyrimidin-4-yl)-4H-1,2,4-triazol-3-yl)methyl)amino)benzoic acid CN1C(=NN=C1C1=NC=NC=C1)CNC=1C=C(C(=O)O)C=CC1